benzyl (2-(2-oxoimidazolidin-4-yl)ethyl)carbamate O=C1NCC(N1)CCNC(OCC1=CC=CC=C1)=O